CC1=C(OC=2C=C3C4(C(NC3=CC2)=O)CCC4)C(=CC(=C1)[N+](=O)[O-])C 5'-(2,6-dimethyl-4-nitrophenoxy)spiro[cyclobutane-1,3'-indolin]-2'-one